3-((3-exo)-3-((4-((5-methyl-1H-pyrazol-3-yl)amino)-7-(pyridin-3-ylmethoxy)quinazolin-2-yl)amino)-8-azabicyclo[3.2.1]octan-8-yl)propionitrile CC1=CC(=NN1)NC1=NC(=NC2=CC(=CC=C12)OCC=1C=NC=CC1)NC1CC2CCC(C1)N2CCC#N